[N+](=[N-])=CC(C)O diazoisopropyl alcohol